ClC1=C(C=CC=C1)CC(=O)NC=1C=C(N=NC1)N(C(C)=O)C1=CC(=CC=C1)F N-{5-[2-(2-chlorophenyl)acetylamino]pyridazin-3-yl}-N-(3-fluorophenyl)acetamide